6-(difluoromethyl)-N-[5-(2-fluoroethoxy)-4,6-dimethoxy-pyrimidin-2-yl]-1H-pyrrolo[2,3-b]pyridine-3-sulfonamide FC(C1=CC=C2C(=N1)NC=C2S(=O)(=O)NC2=NC(=C(C(=N2)OC)OCCF)OC)F